NCCCC(C(CCC)N)N (3-aminopropyl)-1,2-pentanediamine